Cl.ClC1=CC=C(C=C1)NC1N(C(=NC(=N1)N)N1CCCC1)C1=CC(=CC(=C1)C)C N-(4-Chlorophenyl)-N1-(3,5-dimethylphenyl)-6-pyrrolidin-1-yl-[1,3,5]triazine-2,4-diamine hydrochloride